ClC1=C(C(=O)N[C@H](C(=O)OCC2=CC=CC=C2)CC2=CC(=CC=C2)S(=O)(=O)C)C(=CC(=C1)C#CP(=O)(C1=CC=CC=C1)C)Cl benzyl (2s)-2-(2,6-dichloro-4-((methyl(phenyl)phosphoryl)ethynyl)benzamido)-3-(3-(methylsulfonyl)phenyl)propionate